2-(5-(2-(dimethylamino)ethyl)-2-oxo-4-(trifluoromethyl)pyridin-1(2H)-yl)-4-methylpentanoic acid ethyl ester C(C)OC(C(CC(C)C)N1C(C=C(C(=C1)CCN(C)C)C(F)(F)F)=O)=O